COC1=CC=C(C=C1)C1CCC2(CCCN12)C(=O)OC methyl 3-(4-methoxyphenyl)tetrahydro-1H-pyrrolizin-7a(5H)-carboxylate